N1=C(C=CC=C1)CN1C2=CC=CC(=C2C=2C(=CC=CC12)OCC(=O)O)C(N)=O {9-[(2-pyridinyl)methyl]-5-carbamoyl-carbazol-4-yl}oxyacetic acid